3-fluoro-N-[4-fluoro-3-(5-{5H,6H,7H,8H-imidazo[1,2-a]pyrazin-7-yl}-2H-pyrazolo[3,4-b]pyridin-2-yl)phenyl]azetidine-1-carboxamide FC1CN(C1)C(=O)NC1=CC(=C(C=C1)F)N1N=C2N=CC(=CC2=C1)N1CC=2N(CC1)C=CN2